6-(4-Chloro-3-propoxyphenyl)-2-[(2R,5S)-2,5-dimethylpyrrolidin-1-yl]-N-[[6-(pent-4-ynoylamino)-2-pyridyl]sulfonyl]pyridin-3-carboxamid ClC1=C(C=C(C=C1)C1=CC=C(C(=N1)N1[C@@H](CC[C@@H]1C)C)C(=O)NS(=O)(=O)C1=NC(=CC=C1)NC(CCC#C)=O)OCCC